(S)-N-(1-(tert-butyl)-3-((tetrahydrofuran-3-yl)methoxy)-1H-pyrazol-5-yl)-6-((1-methylpiperidin-4-yl)oxy)pyrazin-2-amine C(C)(C)(C)N1N=C(C=C1NC1=NC(=CN=C1)OC1CCN(CC1)C)OC[C@@H]1COCC1